[7-[(1,3-dimethylpyrazolo[3,4-b]pyridin-5-yl)amino]-1-oxo-isoindolin-2-yl]-N-(2,2,2-trifluoroethyl)acetamide CN1N=C(C=2C1=NC=C(C2)NC=2C=CC=C1CN(C(C21)=O)CC(=O)NCC(F)(F)F)C